2-[(3-cyclopropyl-5-methoxy-pyrrolo[3,2-b]pyridin-1-yl)methoxy]ethyl-trimethyl-silane C1(CC1)C1=CN(C=2C1=NC(=CC2)OC)COCC[Si](C)(C)C